O1[C@H](COCC1)CN1N=C2C3=C(CC4(C2=C1)CC4)OC=C3C(F)(F)F 2'-{[(2S)-1,4-Dioxan-2-yl]methyl}-8'-(Trifluoromethyl)-2',5'-dihydrospiro[Cyclopropan-1,4'-furo[2,3-g]indazol]